C[C@H]1N([C@H](CN(C1)C1=NC=C(C=N1)C(F)(F)F)C)C(=O)OC1CC2(CN(C2)CC2=CC=CC=C2)C1 2-Benzyl-2-azaspiro[3.3]heptan-6-yl (2R,6S)-2,6-dimethyl-4-[5-(trifluoromethyl)pyrimidin-2-yl]piperazine-1-carboxylate